2-acetamido-2-deoxy-beta-d-glucose C(C)(=O)N[C@H]1[C@H](O)O[C@@H]([C@H]([C@@H]1O)O)CO